C(C)N1C[C@@H](CC1)CN(C(=O)NCC1=CC=C(C=C1)OCC(C)C)CC1=CC=C(C=C1)F (R)-1-((1-ethylpyrrolidin-3-yl)methyl)-1-(4-fluorobenzyl)-3-(4-isobutoxybenzyl)urea